1-(2-bromo-5,7-dihydro-4H-thieno[2,3-c]pyran-7-yl)-N-methyl-methanamine BrC1=CC2=C(C(OCC2)CNC)S1